C12(CC3CC(CC(C1)C3)C2)NC(=O)N2[C@@H](CCC2)C(=O)N[C@H](C(=O)N[C@@H](CCC(=O)OC(C)(C)C)C(=O)N[C@H](C(=O)N)C(C)C)CC(C)C tert-Butyl (S)-4-((S)-2-((S)-1-(((3R,5R,7R)-adamantan-1-yl)carbamoyl) pyrrolidine-2-carboxamido)-4-methylpentanamido)-5-(((S)-1-amino-3-methyl-1-oxobutan-2-yl)amino)-5-oxopentanoate